BrC1=CC(=CC(=N1)N1C[C@@H](N([C@@H](C1)C)C(=O)OC(C)(C)C)C)Cl tert-butyl (2S,6R)-4-(6-bromo-4-chloro-2-pyridyl)-2,6-dimethyl-piperazine-1-carboxylate